COC(=O)N([C@H](C(=O)OC)CC1=CC=NC=C1)C (S)-methyl 2-((methoxycarbonyl)(methyl)amino)-3-(pyridin-4-yl)propanoate